CN(CCN(C=1C=C2C(=C3C=CC=CC13)C(C(C2)C)=C2C1=CC=CC=C1SC=1C=CC=CC21)C)C N1,N1,N2-trimethyl-N2-(2-methyl-1-(9H-thioxanthen-9-ylidene)-2,3-dihydro-1H-cyclopenta[a]naphthalen-5-yl)ethane-1,2-diamine